6-allyl-N-(1-methyl-1,2,3,4-tetrahydroquinolin-7-yl)-6H-pyrimido[5,4-c][2,1]benzothiazin-2-amine C(C=C)N1SC2=C(C3=C1C=CC=C3)N=C(N=C2)NC2=CC=C3CCCN(C3=C2)C